6-bromo-8-chloro-N-[1-(2-pyrimidin-2-yl-1,2,4-triazol-3-yl)ethyl]quinazolin-4-amine BrC=1C=C2C(=NC=NC2=C(C1)Cl)NC(C)C=1N(N=CN1)C1=NC=CC=N1